4-(Methyl-(9-methyl-9H-carbazol-3-yl)amino)quinoline-2-carbonitrile CN(C1=CC(=NC2=CC=CC=C12)C#N)C=1C=CC=2N(C3=CC=CC=C3C2C1)C